FC(CN1C(=NC2=C1C=C(C=C2F)C=2C(=CN1N=C(N=C(C12)OC)N[C@H]1[C@H](CN(CC1)C1COC1)F)F)C)F 5-(1-(2,2-difluoroethyl)-4-fluoro-2-methyl-1H-benzo[d]imidazol-6-yl)-6-fluoro-N-((3S,4R)-3-fluoro-1-(oxetan-3-yl)piperidin-4-yl)-4-methoxypyrrolo[2,1-f][1,2,4]triazin-2-amine